CC(C)(C)N The molecule is a primary aliphatic amine that is ethylamine substituted by two methyl groups at position 1. It is a conjugate base of a tert-butylammonium.